C(C)C1=NC(=NC(=N1)CC)C1=CC=C(C=C1)F 2,4-diethyl-6-p-fluorophenyl-1,3,5-triazine